ClC1=CC=C(C=C1)C=1N=C2N(C=CC=C2)C1CN1CC2N(C(C1)C2)C(=O)OC(C)(C)C tert-Butyl 3-{[2-(4-chlorophenyl)imidazo[1,2-a]pyridin-3-yl]methyl}-3,6-diazabicyclo[3.1.1]heptane-6-carboxylate